C(CCCCCCC\C=C/C\C=C\C)=O Z,E-9,12-tetradecadienal